NC1CC2=CC=CC=C2CC1 2-Aminotetralin